C1(=CC(=CC=C1)CC1N(CC2(CC2)C1CS(=O)(=O)N)C(C(C)(C)F)=O)C1=CC=CC=C1 (6-([1,1'-biphenyl]-3-ylmethyl)-5-(2-fluoro-2-methylpropanoyl)-5-azaspiro[2.4]heptane-7-yl)methanesulfonamide